(2R,4S)-4-benzyl-N-((S)-1-((5-chloro-2-hydroxy-3-methylbenzyl)amino)-1-oxopropan-2-yl)piperidine-2-carboxamide hydrochloride Cl.C(C1=CC=CC=C1)[C@@H]1C[C@@H](NCC1)C(=O)N[C@H](C(=O)NCC1=C(C(=CC(=C1)Cl)C)O)C